2-methylthio-5-(ethoxycarbonyl)pyrimidine-4-formic acid CSC1=NC=C(C(=N1)C(=O)O)C(=O)OCC